C(#C)C(CN[C@@H](CCC(=O)O)C(=O)O)C#C 2-ethynyl-but-3-yn-1-yl-L-glutamic acid